BrC=1C=C2C=C(C(=NC2=CC1)OC)[C@H]([C@](CCN(C)C)(O)C1=CC=CC2=CC=CC=C12)C1=CC=CC=C1 (1R,2S)-1-(6-bromo-2-methoxyquinolin-3-yl)-4-(dimethylamino)-2-naphthalen-1-yl-1-phenylbutan-2-ol